C(C1=CC=CC=C1)OC1=C(C(=CC(=C1)C(F)(F)F)C(F)F)I 1-(Benzyloxy)-3-(difluoromethyl)-2-iodo-5-(trifluoromethyl)benzene